4-[4-fluoro-1-([1,2,4]triazolo[1,5-a]pyrazin-8-yl)piperidine-4-carbonyl]-3,5-dihydro-2H-pyrido[3,4-f][1,4]oxazepine-9-carbonitrile FC1(CCN(CC1)C=1C=2N(C=CN1)N=CN2)C(=O)N2CCOC1=C(C2)C=NC=C1C#N